C(#N)C=1SC(=C(N1)C(NC1=C(C(=C(C(=C1F)F)C1=CC(=CC=C1)OC([2H])([2H])[2H])F)F)=O)C(=O)OC(C)(C)C tert-Butyl 2-cyano-4-((2,3,5,6-tetrafluoro-3'-(methoxy-d3)-[1,1'-biphenyl]-4-yl)carbamoyl)thiazole-5-carboxylate